3-(3-(4'-Bromo(1,1'-biphenyl)-4-yl)-3-hydroxy-1-phenyl-propyl)-4-hydroxy-2H-1-benzopyran-2-one BrC1=CC=C(C=C1)C1=CC=C(C=C1)C(CC(C1=CC=CC=C1)C=1C(OC2=C(C1O)C=CC=C2)=O)O